2,2'-bis[(4-methylphenyl)phosphino]-1,1'-binaphthyl CC1=CC=C(C=C1)PC1=C(C2=CC=CC=C2C=C1)C1=C(C=CC2=CC=CC=C12)PC1=CC=C(C=C1)C